1-(benzenesulfonyl)-6-benzyloxy-pyrrolo[2,3-b]pyridine C1(=CC=CC=C1)S(=O)(=O)N1C=CC=2C1=NC(=CC2)OCC2=CC=CC=C2